CC1(OB(OC1(C)C)C1=CCC(CC1)N1CCOCC1)C 4-[4-(4,4,5,5-tetramethyl-1,3,2-dioxaborolan-2-yl)cyclohex-3-en-1-yl]morpholine